The molecule is an organic heteropentacyclic compound and polyketide that is 11a,11b-dihydrobenzo[b]cyclopenta[2,3]indeno[4,5-e][1,4]dioxine-6,8,9(8aH)-trione which is substituted by hydroxy groups at positions 1 and 7, and by methyl groups at the 3, 8a, 11 and 11b positions. A cathepsin K inhibitor, it was first isolated from Paecilomyces carneus and subsequently obtained from Aspergillus nidulans cocultivated with a soil-dwelling actinomycete. It has a role as an EC 3.4.22.38 (cathepsin K) inhibitor and a fungal metabolite. It is a polyketide, a member of phenols and an organic heteropentacyclic compound. CC1=CC(=C2C(=C1)OC3=C(O2)C4(C5C(=CC(=O)C5(C(=O)C4=C(C3=O)O)C)C)C)O